N-(4-methyl-3-(7-methyl-2-((6-methylpyridine-3-yl)amino)-8-oxo-7,8-dihydropyrido[3,4-d]pyrimidin-6-yl)phenyl)-3-(trifluoromethyl)benzamide CC1=C(C=C(C=C1)NC(C1=CC(=CC=C1)C(F)(F)F)=O)C1=CC2=C(N=C(N=C2)NC=2C=NC(=CC2)C)C(N1C)=O